tert-butyl 8-((((6-(4-(trifluoromethyl)phenyl)pyridin-2-yl)methyl)sulfonyl) methyl)-2,6-diazaspiro[3.4]octane-2-carboxylate FC(C1=CC=C(C=C1)C1=CC=CC(=N1)CS(=O)(=O)CC1CNCC12CN(C2)C(=O)OC(C)(C)C)(F)F